3-chloro-2-fluoro-4-(4,4,5,5-tetramethyl-1,3,2-dioxaborolan-2-yl)pyridine ClC=1C(=NC=CC1B1OC(C(O1)(C)C)(C)C)F